C1(CCCC1)COC1=CC(=C(C(=O)NS(=O)(=O)N2CCC(CC2)O[C@@H]2[C@H](CCCC2)N(C)C)C=C1C1CC1)F 4-(cyclopentylmethoxy)-5-cyclopropyl-N-((4-(((1S,2S)-2-(dimethylamino)cyclohexyl)oxy)piperidin-1-yl)sulfonyl)-2-fluorobenzamide